1-amino-6-(trans-2-cyanocyclopropanecarboxamido)-2,7-naphthyridine NC1=NC=CC2=CC(=NC=C12)NC(=O)[C@H]1[C@@H](C1)C#N